FC1=CC=CC(=N1)NC(CCCC)=O pentanoic acid (6-fluoro-pyridin-2-yl)-amide